piperazine tetradecanoate C(CCCCCCCCCCCCC)(=O)O.N1CCNCC1